2-(2-chloro-4-((5-oxo-4-(4-(trifluoromethyl)phenyl)-4,5-dihydro-1H-1,2,4-triazole-1-yl)methyl)phenoxy)-2-methylpropionic acid ClC1=C(OC(C(=O)O)(C)C)C=CC(=C1)CN1N=CN(C1=O)C1=CC=C(C=C1)C(F)(F)F